C(C1=CC=CC=C1)OCC(COCCC#N)(COCCC#N)COCCC#N 3-[2-(benzyloxymethyl)-3-(2-cyanoethoxy)-2-(2-cyanoethoxymethyl)propoxy]propionitrile